Cl.FC=1C=NC=C(C1OCC1[C@H]2CNC[C@@H]12)F (1R,5S,6r)-6-(((3,5-difluoropyridin-4-yl)oxy)methyl)-3-azabicyclo[3.1.0]hexane hydrochloride